(αS)-4-chloro-α,2-difluoro-benzenepropanoic acid ClC1=CC(=C(C=C1)C[C@@H](C(=O)O)F)F